6-ethoxypyrazolo[1,5-a]pyridine-3-carboxaldehyde C(C)OC=1C=CC=2N(C1)N=CC2C=O